ClC1=C(C=CC=C1C(F)(F)F)C=1CCCC2=C(C1C1=CC=C(C=C1)CC1CN(C1)CCC(F)F)C=CC=C2 8-(2-Chloro-3-(trifluoromethyl)phenyl)-9-(4-((1-(3,3-difluoropropyl)azetidin-3-yl)methyl)phenyl)-6,7-dihydro-5H-benzo[7]annulen